ClC1=C(C=CC=C1)S(=O)(=O)NC(C)=O N-(2-chlorobenzenesulfonyl)acetamide